bis[2-(N,N-Dimethylamino)ethyl]amin CN(C)CCNCCN(C)C